butyl-4,4'-dihydroxybiphenyl C(CCC)C1=C(C=CC(=C1)O)C1=CC=C(C=C1)O